3-(6-(3-(4-(6-(6-((R)-2-(3-fluorophenyl)pyrrolidin-1-yl)imidazo[1,2-b]pyridazin-3-yl)pyridin-2-yl)piperazin-1-yl)-3-oxoprop-1-yn-1-yl)-1-oxoisoindolin-2-yl)piperidine-2,6-dione FC=1C=C(C=CC1)[C@@H]1N(CCC1)C=1C=CC=2N(N1)C(=CN2)C2=CC=CC(=N2)N2CCN(CC2)C(C#CC2=CC=C1CN(C(C1=C2)=O)C2C(NC(CC2)=O)=O)=O